5-ethyl-2,4,6-trioxodihydropyrimidine C(C)C1C(NC(NC1=O)=O)=O